6-(r-(cyclopropylmethyl)-[1,4'-bipiperidin]-4-yl)-7-fluoro-2-(4-(methylsulfonyl)phenyl)-1H-benzo[d]imidazole C1(CC1)C[C@H]1N(CCC(C1)C=1C=CC2=C(NC(=N2)C2=CC=C(C=C2)S(=O)(=O)C)C1F)C1CCNCC1